C(C)[C@H]1N(C[C@@H](NC1)C)C(C)C1=CC=C2C(=N1)OC(CO2)(C)C 6-(1-((2R,5S)-2-ethyl-5-methylpiperazin-1-yl)ethyl)-3,3-dimethyl-2,3-dihydro-[1,4]dioxino[2,3-b]pyridine